N-methyl-6-nitrobenzo[d]thiazol-2-amine CNC=1SC2=C(N1)C=CC(=C2)[N+](=O)[O-]